4-((2-(2-(azetidin-1-yl)-4-(methoxycarbonyl)phenyl)piperidin-1-yl)methyl)-5-methoxy-7-methyl-1H-indole-1-carboxylate N1(CCC1)C1=C(C=CC(=C1)C(=O)OC)C1N(CCCC1)CC1=C2C=CN(C2=C(C=C1OC)C)C(=O)[O-]